ClC=1C=C(C=NC1N1N=CC=N1)NC(=O)C=1C=NN(C1C(F)(F)F)C1=CN=C(C2=C(C=CC=C12)F)NC N-(5-Chloro-6-(2H-1,2,3-triazol-2-yl)pyridin-3-yl)-1-(8-fluoro-1-(methylamino)-isochinolin-4-yl)-5-(trifluoromethyl)-1H-pyrazol-4-carboxamid